5-benzyloxy-4,6-dichloro-1H-indole-2-carboxylic acid C(C1=CC=CC=C1)OC=1C(=C2C=C(NC2=CC1Cl)C(=O)O)Cl